5,8-methanocyclopenta[l][1,3,6,9,11,2,10]pentaoxadiphosphacyclotetradecin O1POC=C2OC=C(OPOC=C3C1=CC=C3)C2